N1CN=CC2=CC(=CC=C12)[S-] dihydroquinazoline-6-thiolate